C(C)(C)(C)N(C(O)=O)C(C=1C=NC=C(C1)C1=CC=CC=C1)C1=CC=CC=C1.C1(=CC=CC=C1)CN(C(=O)OC(C)(C)C)C=1C=NC=C(C1)C1=CC=CC=C1 3-(1-phenyl-N-Boc-methylamino)-5-phenylpyridine (tert-butyl (phenyl (5-phenylpyridin-3-yl)methyl)carbamate)